(2-(morpholino-d8)pyridin-3-yl)methanamine O1C(C(N(C(C1([2H])[2H])([2H])[2H])C1=NC=CC=C1CN)([2H])[2H])([2H])[2H]